C(C1=CC=CC=C1)OC1=C(C(=NC(=C1)[C@@H]1O[C@]([C@H]([C@H]1C1=C(C(=C(C=C1)F)F)OC)C)(C(F)(F)F)C)C)[C@H](C)O |o1:14,16,17,18,36| rel-(S)-1-(4-(Benzyloxy)-6-((2R*,3S*,4S*,5R*)-3-(3,4-difluoro-2-methoxyphenyl)-4,5-dimethyl-5-(trifluoromethyl)tetrahydrofuran-2-yl)-2-methylpyridin-3-yl)ethan-1-ol